C(#C)C1=CC=C(C=N1)OC1CCN(CC1)C1=CC=C(C=N1)C1=CC(=CC=2N1C(=CN2)C#N)OCC(C)(C)O 5-(6-(4-((6-ethynylpyridin-3-yl)oxy)piperidin-1-yl)pyridin-3-yl)-7-(2-hydroxy-2-methylpropoxy)imidazo[1,2-a]pyridine-3-carbonitrile